COCCN(C=1C=NC(=NC1)CN1N=CC(=C1)B1OC(C(O1)(C)C)(C)C)C N-(2-methoxyethyl)-N-methyl-2-[[4-(4,4,5,5-tetramethyl-1,3,2-dioxaborolan-2-yl)pyrazol-1-yl]methyl]pyrimidin-5-amine